ClC=1C=C2CC(COC2=CC1)C(=O)NC1=CC(=C(C=C1)C1=CN=CO1)Cl 6-chloro-N-(3-chloro-4-(oxazol-5-yl)phenyl)chroman-3-carboxamide